N-[3-[(4aS,7aS)-2-Amino-4a,5-dihydro-4H-furo[3,4-d][1,3]thiazin-7a(7H)-yl]-4-fluorophenyl]-5-fluoro-2-pyridinecarboxamide hydrochloride Cl.NC=1SC[C@H]2[C@@](N1)(COC2)C=2C=C(C=CC2F)NC(=O)C2=NC=C(C=C2)F